FC(CN1C(=NC2=NC=C(C=C21)C=2C=CN1N=C(N=CC12)N[C@H]1CC[C@H](CC1)OCCO)C)F 2-((cis-4-((5-(1-(2,2-difluoroethyl)-2-methyl-1H-imidazo[4,5-b]pyridin-6-yl)pyrrolo[2,1-f][1,2,4]triazin-2-yl)amino)cyclohexyl)oxy)ethan-1-ol